2-(4-cyclopropyl-2-fluoroanilino)-5-[[2-(ethylsulfonylamino)-3-fluoropyridin-4-yl]methyl]-3,4-difluoro-N-methoxybenzamide C1(CC1)C1=CC(=C(NC2=C(C(=O)NOC)C=C(C(=C2F)F)CC2=C(C(=NC=C2)NS(=O)(=O)CC)F)C=C1)F